2-(6-(5-chloro-1-((2-phenylpyrimidin-5-yl)methyl)-1H-indazole-7-carboxamido)spiro[3.3]heptan-2-yl)acetic acid ClC=1C=C2C=NN(C2=C(C1)C(=O)NC1CC2(CC(C2)CC(=O)O)C1)CC=1C=NC(=NC1)C1=CC=CC=C1